(4-(5-bromo-6-methylpyridin-2-yl)-1-methyl-1H-1,2,3-triazol-5-yl)methyl (cyclobutyl-methyl)(methyl)carbamate C1(CCC1)CN(C(OCC1=C(N=NN1C)C1=NC(=C(C=C1)Br)C)=O)C